C1=CC=CC=2C3=CC=CC=C3C(C12)COC(=O)N([C@H](C(=O)O)CC)C (2S)-2-[9H-fluoren-9-ylmethoxycarbonyl(methyl)amino]butanoic acid